methyl 5-bromo-3-chloroisoquinoline-1-carboxylate BrC1=C2C=C(N=C(C2=CC=C1)C(=O)OC)Cl